(R)-5-(1-aminoethyl)isobenzofuran-1(3H)-one N[C@H](C)C=1C=C2COC(C2=CC1)=O